CC1NCCOC1 3-methyl-morpholin